5-(4-chlorophenyl)-6-((3-fluorobenzyl)thio)-1-methyl-1H-pyrazolo[3,4-d]pyrimidin-4(5H)-one ClC1=CC=C(C=C1)N1C(=NC2=C(C1=O)C=NN2C)SCC2=CC(=CC=C2)F